C1(CC1)C([C@@H](C(NC1=CC2=C(CC(O2)C(C)N2C(N[C@@H](C2)C(F)(F)F)=O)C=C1)=O)NC(=O)C1=CC=NN1C(C)C)C1CC1 N-((2S)-1,1-dicyclopropyl-3-oxo-3-((2-(1-((S)-2-oxo-4-(trifluoromethyl)imidazolidin-1-yl)ethyl)-2,3-dihydrobenzofuran-6-yl)amino)propan-2-yl)-1-isopropyl-1H-pyrazole-5-carboxamide